FC1=C(C(=CC=C1)F)C1CCC(CC1)OC[C@H]1[C@H](CCC2=CC=C(C(N12)=O)C)NS(=O)(=O)C |o1:16,17| rel-N-[(3S,4R)-4-({[(1s,4S)-4-(2,6-difluorophenyl)cyclohexyl]oxy}methyl)-7-methyl-6-oxo-1,3,4,6-tetrahydro-2H-quinolizin-3-yl]methanesulfonamide